(Z)-3-(9-(4-amino-2-fluoro-but-2-en-1-yl)-7-methyl-8-oxo-8,9-dihydro-7H-purin-6-yl)-N-methylbenzenesulfonamide hydrochloride Cl.NC\C=C(\CN1C2=NC=NC(=C2N(C1=O)C)C=1C=C(C=CC1)S(=O)(=O)NC)/F